BrC1=CC=C(C=C1)NC1CNC1 N-(4-bromophenyl)azetidin-3-amine